N-(3-amino-2,6-difluorophenyl)-4-(methylamino)-2-(methylsulfanyl)-pyrimidine-5-carboxamide NC=1C(=C(C(=CC1)F)NC(=O)C=1C(=NC(=NC1)SC)NC)F